2-benzyl-2-dimethylamino-1-(4-morpholinophenyl)-butane C(C1=CC=CC=C1)C(CC1=CC=C(C=C1)N1CCOCC1)(CC)N(C)C